[Si](C)(C)(C(C)(C)C)OC(CCNC1=CC(=NN1COCC[Si](C)(C)C)C1=CC=NC=C1)C=1C=NC(=CC1)F N-(3-((tert-butyldimethylsilyl)oxy)-3-(6-fluoropyridin-3-yl)propyl)-3-(pyridin-4-yl)-1-((2-(trimethylsilyl)ethoxy)methyl)-1H-pyrazol-5-amine